tert-butyl (R or S)-(2-(3-((4-(bis(2,4-dimethoxybenzyl)amino)-2-((1-hydroxyhexan-3-yl)oxy)imidazo[2,1-f][1,2,4]triazin-7-yl)methyl)-5-methoxyphenoxy) ethyl)(methyl)carbamate COC1=C(CN(C2=NC(=NN3C2=NC=C3CC=3C=C(OCCN(C(OC(C)(C)C)=O)C)C=C(C3)OC)O[C@@H](CCO)CCC)CC3=C(C=C(C=C3)OC)OC)C=CC(=C1)OC |o1:37|